N'-methyl-N'-[1-[4-(1,1,2,2,2-pentafluoroethyl)phenyl]ethyl]oxamide CN(C(C(N)=O)=O)C(C)C1=CC=C(C=C1)C(C(F)(F)F)(F)F